ethyl 2-(5-(2-(dimethylamino)ethyl)-2-oxo-4-(trifluoromethyl)pyridin-1(2H)-yl)-3-methylbutanoate CN(CCC=1C(=CC(N(C1)C(C(=O)OCC)C(C)C)=O)C(F)(F)F)C